N1=CN=CC=2OCC=NC21 6H-pyrimido[5,4-b](1,4)oxazin